2-(2-(aminomethyl)-6-chloro-2-phenyl-2,3-dihydrobenzofuran-7-yl)-3-fluoro-4-methoxy-benzamide NCC1(OC2=C(C1)C=CC(=C2C2=C(C(=O)N)C=CC(=C2F)OC)Cl)C2=CC=CC=C2